CN(CC(=O)N(CCCCCC(OCCCCCCCCCCC)=O)CCCCCC(=O)OC(CCCC)CCCCCCCCC)C tetradecan-5-yl 6-(2-(dimethylamino)-N-(6-oxo-6-(undecyloxy)hexyl)acetamido)hexanoate